N-isoxazol-3-yl-2,6-dimethoxy-4-[5-(1-methylpyrazol-4-yl)benzimidazol-1-yl]benzamide O1N=C(C=C1)NC(C1=C(C=C(C=C1OC)N1C=NC2=C1C=CC(=C2)C=2C=NN(C2)C)OC)=O